bis(phenyl salicylate) carbonate C(O)(O)=O.C1(=CC=CC=C1)OC=1C(C(=O)O)=CC=CC1.C1(=CC=CC=C1)OC=1C(C(=O)O)=CC=CC1